BrC=1C=C(CNC(=O)C2N(C3CC2C3)S(=O)(=O)C3=CC=C(C=C3)F)C=C(C1)F N-(3-bromo-5-fluorobenzyl)-2-((4-fluorophenyl)sulfonyl)-2-azabicyclo[2.1.1]hexane-3-carboxamide